ClC1=CC=C(C=C1)C1CCC(CC1)C=1C(C2=CC=CC=C2C(C1OCOCCC\C=C/C\C=C/C\C=C/C\C=C/C\C=C/C\C=C/CC)=O)=O 2-((1r,4r)-4-(4-chlorophenyl)cyclohexyl)-3-((((4Z,7Z,10Z,13Z,16Z,19Z)-docosa-4,7,10,13,16,19-hexaen-1-yl)oxy)methoxy)naphthalene-1,4-dione